4-[7-fluoro-1-(pyrimidin-5-ylmethyl)benzimidazol-2-yl]-1,2,5-oxadiazol-3-amine FC1=CC=CC2=C1N(C(=N2)C=2C(=NON2)N)CC=2C=NC=NC2